naphtho[1,2-b]furan-3-carboxylic acid 2-methoxyethyl ester COCCOC(=O)C=1C2=C(OC1)C1=CC=CC=C1C=C2